ClC1=CC(=C(C=C1)SCC1=CC=CC(=N1)OC1CCN(CC1)CC1=NC2=C(N1C[C@H]1OCC1)C=C(C=C2)C(=O)OC)F methyl (S)-2-((4-((6-((4-chloro-2-fluorophenylthio)methyl)pyridin-2-yl)oxy)piperidin-1-yl)methyl)-1-(oxetan-2-ylmethyl)-1H-benzo[d]imidazole-6-carboxylate